methyl 6-(2,2-dimethyl-13-((methylsulfonyl)oxy)-4-oxo-3,8,11-trioxa-5-azatridecan-13-yl)picolinate CC(C)(OC(NCCOCCOCC(OS(=O)(=O)C)C1=CC=CC(=N1)C(=O)OC)=O)C